(2S,4R)-1-(tert-butoxycarbonyl)-4-fluoro-4-(hydroxymethyl)pyrrolidine-2-carboxylic acid C(C)(C)(C)OC(=O)N1[C@@H](C[C@@](C1)(CO)F)C(=O)O